3-(2,4-Dioxotetrahydropyrimidin-1(2H)-yl)-4-fluorobenzoic acid pentafluorophenyl ester FC1=C(C(=C(C(=C1OC(C1=CC(=C(C=C1)F)N1C(NC(CC1)=O)=O)=O)F)F)F)F